C(C)S(=O)(=O)NC=1SC=C(N1)C(C(=O)NC1=C(C=C(C=C1)C1=NC(=CN=C1)OC(C)C)F)(C)C 2-(2-(ethylsulfonylamino)thiazol-4-yl)-N-(2-fluoro-4-(6-isopropoxypyrazin-2-yl)phenyl)-2-methylpropanamide